4,5-dichloro-N-octyl-4-isothiazoline ClC=1CN(SC1Cl)CCCCCCCC